tert-butyl (2-(4-((E)-2-cyclobutyl-1-(3-fluoro-1-(tetrahydro-2H-pyran-2-yl)-1H-indazol-5-yl)-2-phenylvinyl)phenoxy)ethyl)((E)-4-(dimethylamino)-4-oxobut-2-en-1-yl)carbamate C1(CCC1)\C(=C(/C=1C=C2C(=NN(C2=CC1)C1OCCCC1)F)\C1=CC=C(OCCN(C(OC(C)(C)C)=O)C\C=C\C(=O)N(C)C)C=C1)\C1=CC=CC=C1